(2-(decyloxy)ethyl)-1,2-ethylenediamine C(CCCCCCCCC)OCCNCCN